C(C=CCCCCC)(=O)[O-].[Bi+3].C(C=CCCCCC)(=O)[O-].C(C=CCCCCC)(=O)[O-] bismuth octenoate